(S)-3-(6-bromo-3-((5-(5-(difluoromethyl)-1,3,4-oxadiazole-2-yl)pyridine-2-yl)methyl)-5-fluoro-2-oxo-2,3-dihydro-1H-benzo[d]imidazole-1-yl)piperidine-1-carboxylate BrC=1C(=CC2=C(N(C(N2CC2=NC=C(C=C2)C=2OC(=NN2)C(F)F)=O)[C@@H]2CN(CCC2)C(=O)[O-])C1)F